6-[4-Fluoro-2-(piperidin-4-yl)-1,3-benzothiazol-6-yl]-8-methoxy-2-methylimidazo[1,2-b]pyridazin-Hydrochlorid Cl.FC1=CC(=CC2=C1N=C(S2)C2CCNCC2)C=2C=C(C=1N(N2)C=C(N1)C)OC